N-(oxetan-3-ylmethyl)sulfamic acid 4-nitrophenyl ester [N+](=O)([O-])C1=CC=C(C=C1)OS(NCC1COC1)(=O)=O